CC=1N=CC2=C(N1)N(C(C(=C2)C2CCN(CC2)C(=O)OC(C)(C)C)=O)CC2=NC=CC=C2C(F)(F)F tert-butyl 4-(2-methyl-7-oxo-8-((3-(trifluoromethyl)pyridin-2-yl)methyl)-7,8-dihydropyrido[2,3-d]pyrimidin-6-yl)piperidine-1-carboxylate